ClC1=C(C=C(C(=C1)F)N1C(N(C(N(C1=O)C)=S)C)=O)C1=NOC(C1)C 3-[2-Chloro-5-(3,5-dimethyl-2,6-dioxo-4-sulfanylidene-1,3,5-triazinan-1-yl)-4-fluorophenyl]-5-methyl-4,5-dihydro-1,2-oxazole